ethyl 2-(2-((2-acetyl-5-(3-(aminomethyl)phenyl)benzofuran-3-yl)methoxy)phenyl)acetate C(C)(=O)C=1OC2=C(C1COC1=C(C=CC=C1)CC(=O)OCC)C=C(C=C2)C2=CC(=CC=C2)CN